chromium (iii) sulfate S(=O)(=O)([O-])[O-].[Cr+3].S(=O)(=O)([O-])[O-].S(=O)(=O)([O-])[O-].[Cr+3]